O1C(COCC1)COC=1C=NC=CC1CN 1-(3-{[1,4-dioxan-2-yl]methoxy}pyridin-4-yl)methylamine